1-(3-isopropoxy-4-nitrophenyl)-4-methylpiperazine C(C)(C)OC=1C=C(C=CC1[N+](=O)[O-])N1CCN(CC1)C